OC(C(=O)N[C@@H](CCOCCCCC1=NC=2NCCCC2C=C1)C(=O)O)C1=CC=CC=C1 N-(2-hydroxy-2-phenylacetyl)-O-(4-(5,6,7,8-tetrahydro-1,8-naphthyridin-2-yl)butyl)-homoserine